2,2-bis(4-cyanatophenyl)-3-methylbutane O(C#N)C1=CC=C(C=C1)C(C)(C(C)C)C1=CC=C(C=C1)OC#N